CC12CCC(C3=CC(=CC=C13)O)(CC2)C 1,4-dimethyl-1,2,3,4-tetrahydro-1,4-ethanonaphthalen-6-ol